C[C@@H]1N(C[C@H](N(C1)[C@@H](C)C=1C=C2N=CC=NC2=CC1)C)C=1C=2C(N(C(C1O)=O)C)=CN(N2)C2OCCCC2 7-((2S,5r)-2,5-dimethyl-4-((S)-1-(quinoxalin-6-yl)ethyl)piperazin-1-yl)-6-hydroxy-4-methyl-2-(tetrahydro-2H-pyran-2-yl)-2,4-dihydro-5H-pyrazolo[4,3-b]pyridin-5-one